NC=1C(=NC(=C(C1)C(F)(F)F)OC)C(=O)NCC(C(F)(F)F)(C)O 3-amino-6-methoxy-N-(3,3,3-trifluoro-2-hydroxy-2-methylpropyl)-5-(trifluoromethyl)pyridinecarboxamide